C1NCC12CCN(CC2)C2=CC=C(C=C2)C2C(NC(CC2)=O)=O 3-[4-(2,7-diazaspiro[3.5]nonan-7-yl)phenyl]piperidine-2,6-dione